2-chloro-N-(5-chloro-6-cyanopyridin-3-yl)-8,8-dimethyl-7,8-dihydro-6H-cyclopenta[e]pyrazolo[1,5-a]pyrimidine-6-carboxamide ClC1=NN2C(N=CC3=C2C(CC3C(=O)NC=3C=NC(=C(C3)Cl)C#N)(C)C)=C1